4-methyl-2-(methylamino)-1,3-thiazol CC=1N=C(SC1)NC